1-aminocyclobutanecarboxylic acid isopropyl ester hydrochloride Cl.C(C)(C)OC(=O)C1(CCC1)N